2-(2-chlorophenyl)-N-(2-(2-methoxyethyl)-4-sulfamoyl-2H-indazol-6-yl)acetamide ClC1=C(C=CC=C1)CC(=O)NC=1C=C(C2=CN(N=C2C1)CCOC)S(N)(=O)=O